NC(C(=O)O)C(C(C)O)C 2-Amino-4-hydroxy-3-methylpentanoic acid